4-amino-3-(fluoromethoxy)-N-methylbenzamide NC1=C(C=C(C(=O)NC)C=C1)OCF